5-methoxy-6-methylpyridazin COC=1C=CN=NC1C